F[B-](F)(F)F.FCC1=C(C=CC=C1)P(C1=CC=CC=C1)C1=CC=CC=C1 fluoromethyl-(triphenylphosphine) tetrafluoroborate